[Cl-].OC1=CC=C(C=C1)CCC(C)[NH3+] 4-(4-hydroxyphenyl)butan-2-aminium chloride